O1CC=C2C(N=C3C=CC=CC3=C21)=O furo[3,2-c]quinolin-4-one